C(C)(C)C1C(OC2=CC(=CC=C2C1)C)=O 3-isopropyl-7-methyl-chromanone